tert-butyl 3-(3-bromoisoxazol-5-yl)azetidine-1-carboxylate BrC1=NOC(=C1)C1CN(C1)C(=O)OC(C)(C)C